CC1(C2=CC=CC=C2N(C=2C=CC=CC12)C1=CC=CC2=C1OC1=C2C=CC(=C1)B1OC(C(O1)(C)C)(C)C)C 9,9-dimethyl-10-(7-(4,4,5,5-tetramethyl-1,3,2-dioxaborolan-2-yl)dibenzo[b,d]furan-4-yl)-9,10-dihydroacridine